N'-tetra-hydroxyethyl-ethylenediamine OC(C(O)(O)O)NCCN